trans-3-tridecene-1,2-dicarboxylic anhydride C1C(\C=C\CCCCCCCCC)C(=O)OC1=O